C12(CC3CC(CC(C1)C3)C2)C=2C=C(C=CC2OC)C2=C(C=C(C=C2)C=CC(=O)O)CO 3-[3'-Adamantan-1-yl-4'-methoxy-2-(hydroxymethyl)-biphenyl-4-yl]-acrylic acid